N-azetidin-3-ylmethyl-5-(difluoromethyl)-3-methylcyclopentene-1,4-diene-1-carboxamide N1CC(C1)CNC(=O)C1=C=C(C=C1C(F)F)C